benzyl-allyl-dipropyl-ammonium hydroxide [OH-].C(C1=CC=CC=C1)[N+](CCC)(CCC)CC=C